N1CCC2(CC1)C(NC1=CC=CC=C12)=O spiro[indolin-3,4'-piperidin]-2-one